1-((S)-1-(2-((S)-1-amino-5,5,5-trifluoro-4,4-dimethylpentyl)imidazo[1,2-b]pyridazin-7-yl)-2-methoxyethyl)-5,5-difluorotetrahydropyrimidin-2(1H)-one N[C@@H](CCC(C(F)(F)F)(C)C)C=1N=C2N(N=CC(=C2)[C@@H](COC)N2C(NCC(C2)(F)F)=O)C1